N6-(N2-(tert-butoxycarbonyl)-Nω-nitro-L-arginyl)-N2-oleoyl-L-lysine C(C)(C)(C)OC(=O)N[C@@H](CCCNC(N[N+](=O)[O-])=N)C(=O)NCCCC[C@H](NC(CCCCCCC\C=C/CCCCCCCC)=O)C(=O)O